COCCOCCNC(C)(C)C methoxyethoxyethyl-tert-butylamine